(S)-3-(4-(tert-butoxycarbonyl)morpholin-2-yl)propionic acid C(C)(C)(C)OC(=O)N1C[C@@H](OCC1)CCC(=O)O